(5S)-5-[[(R)-tert-butylsulfinyl]amino]spiro[5,7-dihydro-cyclopenta[b]pyrazine-6,4'-piperidine]-1'-carboxylic acid tert-butyl ester C(C)(C)(C)OC(=O)N1CCC2(CC1)[C@@H](C=1C(=NC=CN1)C2)N[S@](=O)C(C)(C)C